tert-butyl (1-(2-amino-5-(5-oxo-4,5-dihydro-1H-tetrazol-1-yl)phenyl)piperidin-4-yl)carbamate NC1=C(C=C(C=C1)N1N=NNC1=O)N1CCC(CC1)NC(OC(C)(C)C)=O